ethyl propanesulfonate (ethyl propanesulfonate) C(C)C(CC)S(=O)(=O)O.C(CC)S(=O)(=O)OCC